FC=1C=C(C(=O)NS)C=CC1 N-3-fluorobenzoyl-sulfenamide